Cyclopropyl-1H-indazol-3-amine C1(CC1)N1N=C(C2=CC=CC=C12)N